bis(2-(acryloyloxy)ethyl) hydrogen phosphate P(=O)(OCCOC(C=C)=O)(OCCOC(C=C)=O)O